ClC=1C=C(C=2N(N1)C=CN2)Br 6-chloro-8-bromoimidazo[1,2-b]pyridazine